N-(2-((5-chloro-2-((5-ethyl-2-methoxy-4-(4-(piperazin-1-yl)piperidin-1-yl)phenyl)amino)pyrimidin-4-yl)amino)pyridin-3-yl)methanesulfonamide ClC=1C(=NC(=NC1)NC1=C(C=C(C(=C1)CC)N1CCC(CC1)N1CCNCC1)OC)NC1=NC=CC=C1NS(=O)(=O)C